Tert-butyl 4-(6-(1-((5-bromo-7-((2-(trimethylsilyl)ethoxy)methyl)-7H-pyrrolo[2,3-d]pyrimidin-4-yl)amino)ethyl)pyridin-2-yl)piperazine-1-carboxylate BrC1=CN(C=2N=CN=C(C21)NC(C)C2=CC=CC(=N2)N2CCN(CC2)C(=O)OC(C)(C)C)COCC[Si](C)(C)C